2-cyano-5-dimethylamino-2,4-pentadienyldimethylamide C(#N)C(CC[N-]C)=CC=CN(C)C